NC=1C2=C(N=CN1)N(C=C2C=2SC1=C(C2)C=CC=C1OC)[C@@H]1CN(CC1)C(C=C)=O (S)-1-(3-(4-amino-5-(7-methoxybenzothiophen-2-yl)-7H-pyrrolo[2,3-d]pyrimidin-7-yl)pyrrolidin-1-yl)prop-2-en-1-one